4-chloro-3-(7-fluoro-5-azaspiro[2.4]heptan-5-yl)-1-(p-tolylsulfonyl)indazole ClC1=C2C(=NN(C2=CC=C1)S(=O)(=O)C1=CC=C(C=C1)C)N1CC2(CC2)C(C1)F